OC=1C=C(C=CC1)C1=C(C=CC=C1)CCC(=O)N1CCN(CC1)C1=CC=C(C(=O)NS(=O)(=O)C2=CC(=C(C=C2)NCCSC2=CC=CC=C2)C(F)(F)F)C=C1 4-[4-[3-[2-(3-Hydroxyphenyl)phenyl]propanoyl]piperazin-1-yl]-N-[4-(2-phenylsulfanylethylamino)-3-(trifluoromethyl)phenyl]sulfonylbenzamide